[Si](C)(C)(C(C)(C)C)OC1C=CC(CO1)OC(C)=O acetic acid 6-(tert-butyldimethylsilyloxy)-3,6-dihydro-2H-pyran-3-yl ester